7-propyl-1-[5-hydroxy-5-methyl-hexyl]-3-methylxanthine C(CC)N1C=NC=2N(C(N(C(C12)=O)CCCCC(C)(C)O)=O)C